C1(=CC=CC=C1)C1=NC(=NC(=C1)C1=CC=CC=C1)C1=C(C=C(C(=C1N1C2=CC=CC=C2C=2C=C(C=CC12)C1=CC=CC=C1)C1=NC(=CC(=N1)C1=CC=CC=C1)C1=CC=CC=C1)N1C2=CC=CC=C2C=2C=CC=CC12)N1C2=CC=CC=C2C=2C=CC=CC12 9,9'-(4,6-bis(4,6-diphenylpyrimidin-2-yl)-5-(3-phenyl-9H-carbazol-9-yl)-1,3-phenylene)bis(9H-carbazole)